2-(2,6-Dioxopiperidin-3-yl)-5-(4-((1-(2-Fluoro-4-((1R,2R)-6-hydroxy-2-(tetrahydro-2H-pyran-4-yl)-1,2,3,4-tetrahydronaphthalen-1-yl)phenyl)piperidin-4-yl)methyl)piperazin-1-yl)isoindole O=C1NC(CCC1N1C=C2C=CC(=CC2=C1)N1CCN(CC1)CC1CCN(CC1)C1=C(C=C(C=C1)[C@H]1[C@H](CCC2=CC(=CC=C12)O)C1CCOCC1)F)=O